4-[4-(4-chlorophenyl)-1H-pyrazol-3-yl]pyridine ClC1=CC=C(C=C1)C=1C(=NNC1)C1=CC=NC=C1